2-amino-4-phenylphenol NC1=C(C=CC(=C1)C1=CC=CC=C1)O